ClC1=C2C=CNC2=CC(=C1)NC(NC(C)C1=CC=C(C=C1)OC(F)(F)F)=O 3-(4-chloro-1H-indol-6-yl)-1-{1-[4-(trifluoromethoxy)phenyl]ethyl}urea